N-(6-((1H-pyrazol-1-yl)methyl)-4-methoxy-1H-indazol-3-yl)-2,6-dimethoxybenzenesulfonamide N1(N=CC=C1)CC1=CC(=C2C(=NNC2=C1)NS(=O)(=O)C1=C(C=CC=C1OC)OC)OC